(-)-2-(4-Bromobenzyl)-2-fluoro-3-hydroxycyclopentan-1-one BrC1=CC=C(CC2(C(CCC2O)=O)F)C=C1